2-(1-cyanomethyl)pyridine C(#N)CC1=NC=CC=C1